C1(=CC=C(C=C1)C=CC(=O)N)C=CC(=O)N 4-benzenebisacrylamide